COC1=C(C(=C(O)C=C1)CCC1=CC=CC=C1)O Methoxyphenethyl-resorcinol